(S)-6-(1-amino-1,3-dihydrospiro[indene-2,4'-piperidine]-1'-yl)-3-(1-(2-(trifluoromethyl)pyrimidin-4-yl)vinyl)-1,5-dihydro-4H-pyrazole N[C@@H]1C2=CC=CC=C2CC12CCN(CC2)C2=CC(=NC(=N2)C(F)(F)F)C(=C)C2=NNCC2